BrC1=C(N=C(C=2N1C=NC2)N2CCC1([C@@H]([C@@H](OC1)C)NC(OC(C)(C)C)=O)CC2)C tert-butyl ((3S,4S)-8-(5-bromo-6-methylimidazo[1,5-a]pyrazin-8-yl)-3-methyl-2-oxa-8-azaspiro[4.5]decan-4-yl)carbamate